4-[3,5-bis(trifluoromethyl)phenoxy]-2,5-difluoro-N-(pyridazin-3-yl)benzene-1-sulfonamide FC(C=1C=C(OC2=CC(=C(C=C2F)S(=O)(=O)NC=2N=NC=CC2)F)C=C(C1)C(F)(F)F)(F)F